COC1=CC=C(CNC=2C=CC=3N=CN(C(C3N2)=O)C)C=C1 6-((4-methoxybenzyl)amino)-3-methylpyrido[3,2-d]pyrimidin-4(3H)-one